C(CCC)C1=NC2(C(N1CC1=CC(=C(C=C1)C=1C(=CC=CC1)S(=O)(=O)NC1=NOC(=C1Cl)C)C)=O)CCCC2 4'-((2-butyl-4-oxo-1,3-diazaspiro[4.4]non-1-en-3-yl)methyl)-N-(4-chloro-5-methylisoxazol-3-yl)-2'-methyl-[1,1'-biphenyl]-2-sulfonamide